N1C(=CC=C1)C1=NC=NS1 5-(1H-pyrrol-2-yl)-1,2,4-thiadiazole